cesium tetrazolium salt [NH+]=1NN=NC1.[Cs+]